Trimethylolpropane tris[3-(aziridin-1-yl)propionate] N1(CC1)CCC(=O)O.N1(CC1)CCC(=O)O.N1(CC1)CCC(=O)O.C(O)C(CC)(CO)CO